dithiolenediacetic acid S1SC(C=C1)(CC(=O)O)CC(=O)O